O1CCN(CC1)C=1C=C(C=CC1)N1N=NC=C1 1-(3-morpholinophenyl)-1H-1,2,3-triazol